C=CCCCCCCCCC1=C(C=CC=C1CCCCCCCCC)O methylenedinonyl-phenol